4,4-dimethyl-piperidine CC1(CCNCC1)C